(R)-benzyl 2-(4-benzyl-3,6-dioxopiperazin-2-yl)acetate C(C1=CC=CC=C1)N1C([C@H](NC(C1)=O)CC(=O)OCC1=CC=CC=C1)=O